5-(benzyloxy)-2-fluorobenzoyl-2-azaspiro[3.3]heptan-6-yl methanesulfonate CS(=O)(=O)OC1CC2(CNC2C(C2=C(C=CC(=C2)OCC2=CC=CC=C2)F)=O)C1